C12(CC3CC(CC(C1)C3)C2)C2=CC(=C(C=C2OCC2CO2)OCC2CO2)C23CC1CC(CC(C2)C1)C3 1,3-bis(1-adamantyl)-4,6-bis(glycidyloxy)benzene